C1(=CC=CC=C1)C1C2=CC=CC=C2C=2C=CC(=CC12)N 9-phenyl-9H-fluoren-2-amine